O1CCC(CC1)OC1=CC=C(C=N1)N 6-((tetrahydro-2H-pyran-4-yl)oxy)pyridin-3-amine